C1(N(CCC12CCNCC2)C(=O)N)=O 2,8-diazaspiro[4.5]decan-1-oneamide